C(CC(C)C)OCCCC(=O)OCCC(C)C isopentyl 4-(isopentyloxy)butanoate